rel-(2r,3s,4r,5s)-4-[[3-(3,4-difluoro-2-methyl-phenyl)-4,5-dimethyl-5-(trifluoromethyl)tetrahydrofuran-2-carbonyl]amino]pyridine-2-carboxamide FC=1C(=C(C=CC1F)[C@H]1[C@@H](O[C@@]([C@@H]1C)(C(F)(F)F)C)C(=O)NC1=CC(=NC=C1)C(=O)N)C |o1:8,9,11,12|